CC12C(C=CC=C1)S2 methylbenzene sulfide